4-amino-6-fluoropyridin-2(1H)-one NC1=CC(NC(=C1)F)=O